BrC=1C(=C2C=C(N=C(C2=C(C1Cl)F)O)OC[C@]12CCCN2C[C@@H](C1)F)F 6-bromo-7-chloro-5,8-difluoro-3-(((2R,7aS)-2-fluorotetrahydro-1H-pyrrolizin-7a(5H)-yl)methoxy)isoquinolin-1-ol